tert-butyl 4-(4-((2,6-dioxopiperidin-3-yl)carbamoyl)-3-fluorophenyl)-3,6-dihydropyridine-1(2H)-carboxylate O=C1NC(CCC1NC(=O)C1=C(C=C(C=C1)C=1CCN(CC1)C(=O)OC(C)(C)C)F)=O